1-(2-acetyl-4-bromo-3-methoxy-pyrrol-1-yl)propan-2-one C(C)(=O)C=1N(C=C(C1OC)Br)CC(C)=O